[Rb].[Y] yttrium rubidium